2-Methyl-N-(1,2,4-thiadiazol-5-yl)-5-(3-(trifluoromethoxy)phenyl)furan-3-carboxamide CC=1OC(=CC1C(=O)NC1=NC=NS1)C1=CC(=CC=C1)OC(F)(F)F